N[C@@H]1CC=2C=CC(=NC2CC1)N1C[C@H]([C@@H](C1)OCCOC)NC(OC(C)(C)C)=O trans-tert-Butyl N-[1-[(6S)-6-amino-5,6,7,8-tetrahydroquinolin-2-yl]-4-(2-methoxyethoxy)pyrrolidin-3-yl]carbamate